1-(4-(6-Bromo-1,4-dihydroquinazolin-2-yl)piperidin-1-yl)ethan-1-one BrC=1C=C2CN=C(NC2=CC1)C1CCN(CC1)C(C)=O